OC1(CCN(CC1)C(C[C@@H](C)C1=CC=CC=C1)=O)CN1C=NC(=CC1=O)NCC(C)C (R)-3-((4-hydroxy-1-(3-phenylbutyryl)piperidin-4-yl)methyl)-6-(isobutylamino)pyrimidin-4(3H)-one